C(C1=CC=CC=C1)NC(=O)C=1C=C2C(=NN(C2=CC1)CC(=O)N(C(C)C)CC(=O)NCC1=C(C(=CC=C1)Cl)F)C(=O)N N5-benzyl-1-(2-((2-((3-chloro-2-fluorobenzyl)amino)-2-oxoethyl)(isopropyl)amino)-2-oxoethyl)-1H-indazole-3,5-dicarboxamide